C(C1=CC=CC=C1)N1C(C2(CC3=C(N=C(N=C3)SC)N2C2CCCC2)CCC1)=O 1-benzyl-7'-cyclopentyl-2'-(methylthio)-5',7'-dihydrospiro[piperidine-3,6'-pyrrolo[2,3-d]pyrimidin]-2-one